CN1N=CC2=C(C=CC=C12)C(C)=O 1-(1-methyl-1H-indazol-4-yl)ethan-1-one